tert-Butyl 2-(((1r,4r)-4-((3-Fluorophenylcarbamoyloxy)methyl)cyclohexyl)methoxy)acetate FC=1C=C(C=CC1)NC(=O)OCC1CCC(CC1)COCC(=O)OC(C)(C)C